C(C)(C)N1C(=NC2=NC=C(C=C21)C2=CNC1=NC=CC(=C12)C=1C=NN(C1)C)C 1-isopropyl-2-methyl-6-(4-(1-methyl-1H-pyrazol-4-yl)-1H-pyrrolo[2,3-b]pyridin-3-yl)-1H-imidazo[4,5-b]pyridine